CC=1C=C(CC=2SC3=C(N2)C=CC=C3)C=CC1 2-(3-methylbenzyl)benzothiazole